4-(Hydroxy(5-(furan-2-yl)-1,3,4-oxadiazol-2-yl)methyl)piperidine-1-carboxylic acid tert-butyl ester C(C)(C)(C)OC(=O)N1CCC(CC1)C(C=1OC(=NN1)C=1OC=CC1)O